2-amino-5-chloro-benzenesulfonamide NC1=C(C=C(C=C1)Cl)S(=O)(=O)N